1-(3-((4-amino-7-isopropyl-5-(4-phenoxyphenyl)-7H-pyrrolo[2,3-d]pyrimidin-6-yl)ethynyl)pyrrolidin-1-yl)prop-2-en-1-one NC=1C2=C(N=CN1)N(C(=C2C2=CC=C(C=C2)OC2=CC=CC=C2)C#CC2CN(CC2)C(C=C)=O)C(C)C